BrC1=C(C=C2C(=NC(=NC2=C1F)F)N1CC=2C(CCC1)=NN(C2)C(=O)N(C)C)Cl 5-(7-bromo-6-chloro-2,8-difluoro-quinazolin-4-yl)-N,N-dimethyl-4,6,7,8-tetrahydropyrazolo[4,3-c]azepine-2-carboxamide